4,4-dimethyl-6-(5-(4-methylpiperazine-1-carbonyl)-1H-pyrrolo[2,3-b]pyridin-3-yl)-3,4-dihydroisoquinolin-1(2H)-one CC1(CNC(C2=CC=C(C=C12)C1=CNC2=NC=C(C=C21)C(=O)N2CCN(CC2)C)=O)C